ClC=1C=C(C=C(C1OC1=NNC(C(=C1)C(C([2H])([2H])[2H])C([2H])([2H])[2H])=O)Cl)N1N=C(C(NC1=O)=O)C#N 2-(3,5-dichloro-4-((6-oxo-5-(propan-2-yl-1,1,1,3,3,3-d6)-1,6-dihydropyridazin-3-yl)oxy)phenyl)-3,5-dioxo-2,3,4,5-tetrahydro-1,2,4-triazine-6-carbonitrile